COC([C@H](NC=1C(C2=CC=CC(=C2C(C1)=O)O)=O)CC(C)C)=O (5-Hydroxy-1,4-dioxo-1,4-dihydronaphthalen-2-yl)-D-leucine methyl ester